(R)-4-((1-(3-(difluoromethyl)-2-fluorophenyl)ethyl)amino)-2-methyl-6-(piperazin-1-yl)pyrido[2,3-d]pyrimidin-7(8H)-one FC(C=1C(=C(C=CC1)[C@@H](C)NC=1C2=C(N=C(N1)C)NC(C(=C2)N2CCNCC2)=O)F)F